C(C)(=O)[O-].[Ir+3].C1(=CC=CC=C1)C1=NC=CC2=CC=CC=C12.C1(=CC=CC=C1)C1=NC=CC2=CC=CC=C12.C(C)(=O)[O-].C(C)(=O)[O-] bis-(1-phenylisoquinoline) iridium (III) acetate